CC1=C(C=CC(=C1)C1=CC=CC=C1)Br 2-methyl-4-phenylbromobenzene